hydroxyethane-1,1-diphosphonic acid CC(O)(P(=O)(O)O)P(=O)(O)O